3-Chloro-pyridine-2-carboxylic acid [5-(7-fluoro-1-methyl-2-oxo-1,2,3,4-tetrahydro-quinolin-6-yl)-pyridin-3-ylmethyl]-amide FC1=C(C=C2CCC(N(C2=C1)C)=O)C=1C=C(C=NC1)CNC(=O)C1=NC=CC=C1Cl